N-[2-({9,10-dimethoxy-4-oxo-6h,7h-pyrimido[4,3-a]isoquinolin-2-yl}(2,4,6-trimethylphenyl)amino)propyl]pyridine-2-carboxamide COC=1C=C2CCN3C(C2=CC1OC)=CC(=NC3=O)N(C(CNC(=O)C3=NC=CC=C3)C)C3=C(C=C(C=C3C)C)C